4-(cyclopentyloxy)cyclobut-3-ene-1,2-dithione C1(CCCC1)OC1=CC(C1=S)=S